NC=1C2=C(N=C(N1)Cl)N(C=C2)CC(=O)OCCCC butyl 2-(4-amino-2-chloro-7H-pyrrolo[2,3-d]pyrimidin-7-yl)acetate